C(C)(C)OC(=O)N(NC(=O)OC(C)C)C1CCCCC1 1-cyclohexyl-hydrazine-1,2-dicarboxylic acid diisopropyl ester